fluoro-[2,4'-bipyridin] FC=1C(=NC=CC1)C1=CC=NC=C1